C(=C)C1=CC=C(COC2=CC=C(C=C2)C(C)(C)C2=C(C=CC=C2)O)C=C1 (2-(4-((4-vinylbenzyl)oxy)phenyl)propan-2-yl)phenol